BrC(C(=O)OC)C=1C=C(C=C2CCO[C@@H](C12)C)C methyl 2-bromo-2-((R)-1,6-dimethylisochroman-8-yl)acetate